6-(tert-butylsulfonyl)-3-(3-fluoro-4-methoxy-5-(1H-pyrazol-1-yl)phenyl)-7-methoxyimidazo[1,2-a]pyridine C(C)(C)(C)S(=O)(=O)C=1C(=CC=2N(C1)C(=CN2)C2=CC(=C(C(=C2)N2N=CC=C2)OC)F)OC